O(C1=CC=CC=C1)C1=C(C(=C(C=C1)S(=O)(=O)N)NC(=S)N)C(C)=O phenoxy-acetyl-thioureido-benzenesulfonamide